6-iodo-7-methyl-N-(thiophen-2-ylmethyl)thieno[3,2-c]pyridazin-4-amine IC1=C(C=2N=NC=C(C2S1)NCC=1SC=CC1)C